glutathione sodium salt [Na].N[C@H](C(=O)O)CCC(=O)N[C@@H](CS)C(=O)NCC(=O)O